(4aR,8aS)-7-(5-Cyclohexylthiazol-2-yl)octahydro-2,7-naphthyridin C1(CCCCC1)C1=CN=C(S1)N1CC[C@H]2CCNC[C@H]2C1